di[terpyridine] dysprosium (III) [Dy+3].N1=C(C=CC=C1)C1=NC=CC=C1C1=NC=CC=C1.N1=C(C=CC=C1)C1=NC=CC=C1C1=NC=CC=C1